[C@H]12CN(C[C@H](CC1)N2)C2=C1C=CN=NC1=C(C=C2)C(=O)NC=2C=C(C=1N(C2)C=C(N1)C)F 5-[(1R,5S)-3,8-diazabicyclo[3.2.1]octan-3-yl]-N-[8-fluoro-2-methylimidazo[1,2-a]pyridin-6-yl]cinnoline-8-carboxamide